C1(CC1)C=1C=CC(=NC1)N1C(CC1)OC=1C=C(C=CC1OC)[C@H]1[C@](CN(C1)C(=O)[C@H]1OC(OC1)(C)C)(C)[C@@H](C)O ((3S,4S)-4-(3-((1-(5-cyclopropylpyridin-2-yl)azetidinyl)oxy)-4-methoxyphenyl)-3-((R)-1-hydroxyethyl)-3-methylpyrrolidin-1-yl)((S)-2,2-dimethyl-1,3-dioxolan-4-yl)methanone